N1(CCCC2=CC=CC=C12)CCC(=O)NC1=CC=CC=C1 3-(3,4-dihydroquinolin-1(2H)-yl)-N-phenylpropanamide